The molecule is an eunicellin diterpenoid isolated from the soft coral Klyxum molle. It is the C-7 epimer of Klymollin A. It has a role as a coral metabolite. It is an acetate ester, a cyclic ketone, a eunicellin diterpenoid, a macrocycle, an organochlorine compound and an oxacycle. C[C@H]1C[C@@H]2[C@@H]3[C@@H]([C@H]([C@@H]([C@@H]([C@]3(CCl)O)OC(=O)C)OC(=O)C)C(C)C)[C@@H](O2)[C@](CCC1=O)(C)OC(=O)C